S(=O)(=O)(O)CCCOS(=O)(=O)CCCS 3-mercapto-propylsulfonic acid-(3-sulfopropyl) ester